tin bis(2-ethyl-hexanoate) C(C)C(C(=O)[O-])CCCC.C(C)C(C(=O)[O-])CCCC.[Sn+2]